C(CCCCCCCCC)(=O)O[C@@H]1[C@](O[C@H](C1)N1C2=NC(=NC(=C2N=C1)N)F)(COP(=O)(OC1=CC=CC=C1)N[C@H](C(=O)OCCCCCCCCCCCCCCCC)CC1=CC=CC=C1)C#C (2R,3S,5R)-5-(6-Amino-2-fluoro-9H-purin-9-yl)-2-ethynyl-2-((((((S)-1-(hexadecyloxy)-1-oxo-3-phenylpropan-2-yl)amino)(phenoxy)phosphoryl)oxy) methyl)tetrahydrofuran-3-yl decanoate